ClC=1C(=NC2=CC(=CC(=C2C1)[C@@H](C)N1C(OC(C2=C1C=CC=C2)=O)=O)C)C#N 3-chloro-5-[(1R)-1-(2,4-dioxo-3,1-benzoxazin-1-yl)ethyl]-7-methyl-quinoline-2-carbonitrile